BrC=1C=C2C(C(NC2=CC1C)=O)=O 5-bromo-6-methylindoline-2,3-dione